tert-butyl 2-[(2-methoxy-4-methoxycarbonyl-6-nitro-anilino)methyl]-1,9-diazatricyclo[6.3.1.04,12]dodeca-2,4(12),5,7-tetraene-9-carboxylate COC1=C(NCC=2N3CCN(C4=CC=CC(C2)=C34)C(=O)OC(C)(C)C)C(=CC(=C1)C(=O)OC)[N+](=O)[O-]